C(C)NS(=O)(=O)NC1=NC=CC(=C1)CN1CCN(CC1)C=1C=CC(=NC1C)C(CC)=O 1-[5-(4-{[2-(ethylaminosulfonylamino)-4-pyridyl]methyl}-1-piperazinyl)-6-methyl-2-pyridyl]-1-propanone